1-(6-butyl-3-(2,2-dimethyl-2,3-dihydrobenzofuran-5-yl)pyrazin-2-yl)piperidine-4-carboxylic acid C(CCC)C1=CN=C(C(=N1)N1CCC(CC1)C(=O)O)C=1C=CC2=C(CC(O2)(C)C)C1